F[C@@H]1CN(C2=CC(=CC=C2C1)F)[C@H]1CCC=2C(=NC(=NC2C1)N1CC(C1)N(C)C)N1C[C@@H](NCC1)CC#N 2-((S)-4-((S)-7-((S)-3,7-difluoro-3,4-dihydroquinolin-1(2H)-yl)-2-(3-(dimethylamino)azetidin-1-yl)-5,6,7,8-tetrahydroquinazolin-4-yl)piperazin-2-yl)acetonitrile